NC[C@@H]1C[C@@H](CN1CC1=CC=CC=C1)NC(OC(C)(C)C)=O tert-butyl ((3S,5S)-5-(aminomethyl)-1-benzylpyrrolidin-3-yl)carbamate